N-((1-(6-(6-(Difluoromethyl)imidazo[1,2-b]pyridazin-3-yl)pyrimidin-4-yl)piperidin-3-yl)methyl)acetamide FC(C=1C=CC=2N(N1)C(=CN2)C2=CC(=NC=N2)N2CC(CCC2)CNC(C)=O)F